(E)-3-((4-methoxyphenyl)ethynyl)-1-(3-(3,4,5-trimethoxyphenyl)acryloyl)piperidin-2-one COC1=CC=C(C=C1)C#CC1C(N(CCC1)C(\C=C\C1=CC(=C(C(=C1)OC)OC)OC)=O)=O